4-methoxy-d3-phenylhydrazine C(OC1=CC=C(C=C1)NN)([2H])([2H])[2H]